5-methanesulfonamido-6-(2,4-difluorothienyl)-1-indanone CS(=O)(=O)NC=1C=C2CCC(C2=CC1C1=C(SC=C1F)F)=O